Methyl 3-chloro-5-fluoro-6-(2,2,4,4-tetrafluoro-4H-benzo[d][1,3]dioxin-6-yl)picolinate ClC=1C(=NC(=C(C1)F)C1=CC2=C(OC(OC2(F)F)(F)F)C=C1)C(=O)OC